NC1=C(C(=O)N)C=C(C(=N1)C1=CC=C(C=C1)F)C=1C=C2C(=CC=NC2=CC1)C 2-amino-6-(4-fluorophenyl)-5-(4-methylquinolin-6-yl)nicotinamide